N1C(CC(C12CCCCC2)=O)=O 1-Azaspiro[4.5]decane-2,4-dione